3-(4-(1'-(piperidin-4-ylmethyl)-[4,4'-bipiperidin]-1-yl)phenyl)piperidine-2,6-dione N1CCC(CC1)CN1CCC(CC1)C1CCN(CC1)C1=CC=C(C=C1)C1C(NC(CC1)=O)=O